1-(2,6-dichloropyridin-4-yl)-2,2,2-trifluoroethane-1-ol ClC1=NC(=CC(=C1)C(C(F)(F)F)O)Cl